2-(4-Chlorothieno-[2,3-d]pyridazin-7-yl)-2-[4-fluoro-3-(7-morpholin-4-yl-quinazolin-4-yl)-phenyl]acetamide ClC1=C2C(=C(N=N1)C(C(=O)N)C1=CC(=C(C=C1)F)C1=NC=NC3=CC(=CC=C13)N1CCOCC1)SC=C2